C(C)(=O)N1C[C@H](CC1)C(=O)N(C)[C@H](C(F)(F)F)C1=NC=C(C=C1)N[C@@H]1C(C2=CC=CC=C2C1)(C)C (S)-1-acetyl-N-((S)-1-(5-(((S)-1,1-dimethyl-2,3-dihydro-1H-inden-2-yl)amino)pyridin-2-yl)-2,2,2-trifluoroethyl)-N-methylpyrrolidine-3-carboxamide